NC1=CC=C(C=C1)CCOC(CCCCC(=O)OCCC1=CC=C(C=C1)N)=O adipic acid-1,6-bis[2-(4-aminophenyl) ethyl] ester